1,3,5-Trimethylpyrrole-2-carboxylic acid ethyl ester C(C)OC(=O)C=1N(C(=CC1C)C)C